3-(4-(((2-fluoro-4-methoxyphenethyl)(7-fluorobenzo[d]thiazol-2-yl)-amino)methyl)phenyl)propiolic acid FC1=C(CCN(C=2SC3=C(N2)C=CC=C3F)CC3=CC=C(C=C3)C#CC(=O)O)C=CC(=C1)OC